tributyltin(IV) benzoate C(C1=CC=CC=C1)(=O)[O-].C(CCC)[Sn+](CCCC)CCCC